3-pentadeca-dienyl-phenol C(=CC=CCCCCCCCCCCC)C=1C=C(C=CC1)O